(3-chloro-4-fluorophenyl)(3,3-difluorocyclopentyl)(4-iodo-5-methyl-1-((2-(trimethylsilyl)ethoxy)methyl)-1H-imidazol-2-yl)methanol ClC=1C=C(C=CC1F)C(O)(C=1N(C(=C(N1)I)C)COCC[Si](C)(C)C)C1CC(CC1)(F)F